C(CCC(=O)ON1C(C(CC1=O)S(=O)(=O)O)=O)(=O)ON1C(C(CC1=O)S(=O)(=O)O)=O bis[sulfosuccinimidyl] succinate